C(C=CC)(C(=O)OCC1CO1)(C(=O)OCC1CO1)C(=O)OCC1CO1 butenetricarboxylic acid, triglycidyl ester